C(C)C1=CC(=NO1)NC(C1=CC(=C(C=C1)C)NC1CN(C1)C=1C=NN2C1C=NC=C2)=O N-(5-ethylisoxazol-3-yl)-4-methyl-3-((1-(pyrazolo[1,5-a]pyrazin-3-yl)azetidin-3-yl)amino)benzamide